[Cl-].[Cl-].C1C(=CC2=CC=CC=C12)[SiH2][Zr](C1C(=C(C(=C1C)C)C)C)(C)C (1H-inden-2-yl)dimethyl-silyl-(2,3,4,5-tetramethylcyclopenta-2,4-dienyl)zirconium dichloride